ClC1=CC=C(C=C1)S(=NC(C1=CC=C(C=C1)C1=NOC(=N1)C(F)(F)F)=O)(C(F)(F)F)=O N-((4-chlorophenyl)(oxo)(trifluoromethyl)-λ6-sulfaneylidene)-4-(5-(trifluoromethyl)-1,2,4-oxadiazol-3-yl)benzamide